4-((8-((Benzyloxy)methyl)-1,4-dioxaspiro[4.5]decan-8-yl)methyl)-5-methyl-2,4-dihydro-3H-1,2,4-triazol-3-one C(C1=CC=CC=C1)OCC1(CCC2(OCCO2)CC1)CN1C(NN=C1C)=O